2-(3,4-dichlorobenzamido)-3-(2-oxo-1,2-dihydroquinolin-4-yl)propionic acid ClC=1C=C(C(=O)NC(C(=O)O)CC2=CC(NC3=CC=CC=C23)=O)C=CC1Cl